2,6-dibromo-4-dodecylstyrene acrylate C(C=C)(=O)O.BrC1=C(C=C)C(=CC(=C1)CCCCCCCCCCCC)Br